1,1'-di(diphenylphosphino)ferrocene palladium (II) dichloride [Pd](Cl)Cl.C1(=CC=CC=C1)P([C-]1C=CC=C1)C1=CC=CC=C1.[C-]1(C=CC=C1)P(C1=CC=CC=C1)C1=CC=CC=C1.[Fe+2]